P(O)(=O)(OP(=O)(O)O)OC[C@@H]1[C@H]([C@H]([C@@H](O1)N1C(=O)NC(=O)C=C1)O)O Uridin-Diphosphat